CC(=O)N[C@@H](CS/C(=C(/C(=C(Cl)Cl)Cl)\Cl)/Cl)C(=O)O N-acetyl-S-pentachloro-1,3-butadienylcysteine